3'-fluoro-4-(5-methylisothiazol-4-yl)-[1,1'-biphenyl]-2-amine FC=1C=C(C=CC1)C=1C(=CC(=CC1)C=1C=NSC1C)N